N1C=NC=C1CNCC1=CC(NC=C1)=O 4-((((1H-imidazol-5-yl)methyl)amino)methyl)pyridin-2(1H)-one